4-((3,4-dichlorophenyl)amino)-7-fluoro-1H-indole-2-carboxylic acid ethyl ester C(C)OC(=O)C=1NC2=C(C=CC(=C2C1)NC1=CC(=C(C=C1)Cl)Cl)F